ClC=1C(N(C=C(C1C1=C(C=C(C=C1)F)Cl)C1=CC(=CC(=C1)OC)OC)OC)=O 3-chloro-4-(2-chloro-4-fluorophenyl)-5-(3,5-dimethoxyphenyl)-1-methoxy-2(1H)-pyridinone